BrC1=CC=C(C2=C1NC=N2)C(=O)N2[C@@H]1C=3C(=NN(C3CC2)C2=CC=C(C=C2)C(C)C)N(CCN(C1)C(C=C)=O)C |o1:13| (R or S)-1-(5-(7-bromo-1H-benzo[d]imidazole-4-carbonyl)-2-(4-isopropylphenyl)-10-methyl-2,4,5,5a,6,8,9,10-octahydro-1,2,5,7,10-pentaazacycloocta[cd]inden-7(3H)-yl)prop-2-en-1-one